2-[2-amino-5-(4,4,5,5-tetramethyl-1,3,2-dioxaborolan-2-yl)pyridin-3-yl]propan-2-ol NC1=NC=C(C=C1C(C)(C)O)B1OC(C(O1)(C)C)(C)C